C(C)(C)(C)OC(=O)N1CCC(CC1)(C(NC=1C=C2C(=NC1)SC=N2)=O)C 4-Methyl-4-(N-{[1,3]thiazolo[5,4-b]pyridin-6-yl}carbamoyl)piperidine-1-carboxylic acid tert-butyl ester